C(#N)C(C(=O)NC1=C(C=C(C(=C1)Br)C)Br)=CO α-cyano-β-hydroxy-p-methyl-N-(2,5-dibromophenyl)propenamide